C1(CC1)OC1=CC=C(C=C1)C1=CN(C=2N=CN=C(C21)N)CC=2N=NN(C2)C2=C(C=CC=C2)F 5-[4-(cyclopropyloxy)phenyl]-7-{[1-(2-fluorophenyl)-1H-1,2,3-triazol-4-yl]methyl}-7H-pyrrolo[2,3-d]pyrimidin-4-amine